C1(CC1)C1=C(C(=NO1)C1=C(C=CC=C1Cl)Cl)COC1C2C(N(C(C1)C2)C=2C=CC(=NC2)C(=O)OC)C methyl 5-(5-[[5-cyclopropyl-3-(2,6-dichlorophenyl)-1,2-oxazol-4-yl]methoxy]-3-methyl-2-azabicyclo[2.2.1]heptan-2-yl)pyridine-2-carboxylate